C(C)(C)(C)OC(NCCCN1N=C2C(=NC=3C=C(C=CC3C2=C1)Br)N)=O (3-(4-amino-7-bromo-2H-pyrazolo[3,4-c]quinolin-2-yl)propyl)carbamic acid tert-butyl ester